(S)-5-(3-amino-1-((2-(trimethylsilyl)ethoxy)methyl)-1H-pyrazol-4-yl)-6-fluoro-N-(1-(3-fluoro-5-methoxyphenyl)-2-hydroxyethyl)indoline-1-carboxamide NC1=NN(C=C1C=1C=C2CCN(C2=CC1F)C(=O)N[C@H](CO)C1=CC(=CC(=C1)OC)F)COCC[Si](C)(C)C